FC1=CC=C(C=C1)C1=CN=C2SC(=NN21)C2=CC=C(C=C2)C(=O)N2CCOCC2 (4-(5-(4-fluorophenyl)imidazo[2,1-b][1,3,4]thiadiazol-2-yl)phenyl)(morpholino)methanone